C(C)(=O)O.FC(C(=O)NC1CNCC(C1)OC)(F)F 2,2,2-Trifluoro-N-(5-methoxypiperidin-3-yl)acetamide, acetic acid salt